FC(CCC1=NN=C(S1)C(=O)NC)CN1N=NC(=C1)C(NCC1=NC=CC=C1)=O 5-(3-fluoro-4-{4-[(pyridin-2-ylmethyl)carbamoyl]-1H-1,2,3-triazol-1-yl}butyl)-N-methyl-1,3,4-thiadiazole-2-carboxamide